N=1N(N=C2C1C=CC=C2)C2=C(C(=CC(=C2)C(C)(C2=CC=CC=C2)C)C(C)(C)C2=CC=CC=C2)O 2-(2H-benzotriazol-2-yl)-4,6-bis-(1-methyl-1-phenylethyl)phenol